2-fluoro-N-methyl-N-(2-((2-morpholinoethyl)carbamoyl)phenyl)benzamide FC1=C(C(=O)N(C2=C(C=CC=C2)C(NCCN2CCOCC2)=O)C)C=CC=C1